OC(C(=O)OCC)C ethyl 2-hydroxypropionate